(R)-2-methyl-3-oxopyrrolidine-1-carboxylic acid tert-butyl ester C(C)(C)(C)OC(=O)N1[C@@H](C(CC1)=O)C